2-(1-(azetidin-3-yl)-8-chloro-6-fluoro-1H-[1,2,3]triazolo[4,5-c]Quinolin-7-yl)-3-fluorophenol N1CC(C1)N1N=NC=2C=NC=3C(=C(C(=CC3C21)Cl)C2=C(C=CC=C2F)O)F